N(=[N+]=[N-])[C@@H]1C[C@@H]([C@H](O[C@H]1SC1=CC=C(C=C1)C)\C=N\[S@@](=O)C(C)(C)C)OCC1=CC=CC=C1 (NE,S)-N-[[(2R,3S,5R,6S)-5-azido-3-benzyloxy-6-(p-tolylsulfanyl)tetrahydropyran-2-yl]methylene]-2-methyl-propane-2-sulfinamide